tert-butyl 6-((8-(2-((tert-butyldimethylsilyl) oxy) cyclopentyl)-6-cyano-7-oxo-7,8-dihydropyrido[2,3-d]pyrimidin-2-yl) amino)-3,4-dihydroisoquinoline-2(1H)-carboxylate [Si](C)(C)(C(C)(C)C)OC1C(CCC1)N1C(C(=CC2=C1N=C(N=C2)NC=2C=C1CCN(CC1=CC2)C(=O)OC(C)(C)C)C#N)=O